3-{2-[(ethoxycarbonyl)[5-(4-methylbenzenesulfonyl)-5H-pyrrolo[2,3-b]pyrazin-2-yl]amino]acetyl}-4-ethylpyrrolidine-1-carboxylate C(C)OC(=O)N(CC(=O)C1CN(CC1CC)C(=O)[O-])C=1N=C2C(=NC1)N(C=C2)S(=O)(=O)C2=CC=C(C=C2)C